FC1=C2C(CCOC2=CC=C1)=N[S@@](=O)C(C)(C)C (S)-N-(5-fluorochroman-4-ylidene)-2-methylpropane-2-sulfinamide